4-[4-dimethylaminophenyl]-1,2,4-triazoline-3,5-dione CN(C1=CC=C(C=C1)N1C(N=NC1=O)=O)C